4-({5-[(9S)-9-methyl-2,5-dioxa-8-azaspiro[3.5]non-8-yl]-2'-(methylsulfanyl)-[3,4'-bipyridin]-6-yl}oxy)-pyrrolidine-2-carboxylic acid C[C@@H]1N(CCOC12COC2)C=2C=C(C=NC2OC2CC(NC2)C(=O)O)C2=CC(=NC=C2)SC